COCOC1=C(C2=CC=CC=C2C=C1)C1=C(C=CC2=CC=CC=C12)OCOC (S)-2,2'-di(methoxymethoxy)-1,1'-binaphthyl